2-[(5-bromopyrrolo[3,2-b]pyridin-1-yl)methoxy]ethyl-trimethyl-silane BrC1=CC=C2C(=N1)C=CN2COCC[Si](C)(C)C